NC(C#N)CC=1C(N=CC1)=O 2-amino-3-((S)-oxopyrrol-3-yl)propionitrile